tert-butyl 3-(5-(5-((4-cyanophenyl)(cyclopropylmethoxy)methyl)-2-fluorophenylcarbamoyl)-3-(trifluoromethyl)-1H-pyrazol-1-yl)benzylcarbamate C(#N)C1=CC=C(C=C1)C(C=1C=CC(=C(C1)NC(=O)C1=CC(=NN1C=1C=C(CNC(OC(C)(C)C)=O)C=CC1)C(F)(F)F)F)OCC1CC1